N-(2-(4-amino-3-(4-phenoxyphenyl)-1H-pyrazolo[3,4-d]pyrimidin-1-yl)ethyl)-2,3,4,5-tetrafluoro-N-methyl-6-(trifluoromethyl)benzenesulfonamide NC1=C2C(=NC=N1)N(N=C2C2=CC=C(C=C2)OC2=CC=CC=C2)CCN(S(=O)(=O)C2=C(C(=C(C(=C2C(F)(F)F)F)F)F)F)C